1-[3-fluoro-4-(4-{[(6-methylpyridin-3-yl)methyl]carbamoyl}-1H-1,2,3-triazol-1-yl)butyl]-N-methyl-1H-1,2,3-triazole-4-carboxamide FC(CCN1N=NC(=C1)C(=O)NC)CN1N=NC(=C1)C(NCC=1C=NC(=CC1)C)=O